3,4,4a,8a-Tetrahydro-2H-isoquinolin-1-one C1(NCCC2C=CC=CC12)=O